C(C)(C)(C)OC(=O)N(C1(CCN(CC1)C(=O)OCC1=CC=CC=C1)C)C benzyl 4-((tert-butoxycarbonyl) (methyl) amino)-4-methylpiperidin-1-carboxylate